C(C=C)OCC(CS(=O)(=O)[O-])O 3-(allyloxy)-2-hydroxypropanesulfonate